CC=1N=C2N(N=C(C=C2C=2C=NC=CC2C(F)(F)F)NC(OC(C)(C)C)=O)C1 tert-Butyl (2-methyl-8-(4-(trifluoromethyl)pyridin-3-yl)imidazo[1,2-b]pyridazin-6-yl)carbamate